ClC1=CC=C(N=N1)N([C@H]1CN(CCC1)C)C (R)-6-chloro-N-methyl-N-(1-methylpiperidin-3-yl)pyridazin-3-amine